CC(=O)NCC(C)(C)C1=CC=CC=C1 N-(2-methyl-2-phenylpropyl)acetamide